4-Bromo-5-methyl-1-propylindolin-2-one BrC1=C2CC(N(C2=CC=C1C)CCC)=O